hydrogen chloride triethylamine salt C(C)N(CC)CC.Cl